6-fluoro-1-(2-methoxyethyl)-4-(4,4,5,5-tetramethyl-1,3,2-dioxaborolan-2-yl)-1H-indole FC1=CC(=C2C=CN(C2=C1)CCOC)B1OC(C(O1)(C)C)(C)C